FC1=C2C(=CNC2=C(C=C1)F)C=1CNCCC1 4,7-difluoro-3-(1,2,5,6-tetrahydropyridin-3-yl)-1H-indole